C(C)(C)(C)OC(=O)N1CCN(CC1)C1=C2N(C=3N(C1=O)N=C(N3)N3CCOCC3)C(CC2C)C(=O)O (4-(tert-Butoxycarbonyl)piperazin-1-yl)-7-methyl-2-morpholino-5-oxo-5,7,8,9-tetrahydropyrrolo[1,2-c][1,2,4]triazolo[1,5-a]pyrimidine-9-carboxylic acid